N1=CN=CC2=C1NC=C2C(=O)N 7H-Pyrrolo[2,3-d]pyrimidin-5-carboxamide